(S)-(5-isopropyl-1,3,4-oxadiazol-2-yl)(4-(7-methylpyrazolo[1,5-a]pyridin-2-yl)-6,7-dihydro-1H-imidazo[4,5-c]pyridin-5(4H)-yl)methanone C(C)(C)C1=NN=C(O1)C(=O)N1[C@@H](C2=C(CC1)NC=N2)C2=NN1C(C=CC=C1C)=C2